COC1=CC=C2C=CC=C(C2=C1)CCNC(C)=O N-[2-(7-methoxy-1-naphthyl)ethyl]Acetamide